8-iodo-4,6-dimethylnonyloxyoctyloxymethyl ether IC(CC(CC(CCCOCCCCCCCCOCOCOCCCCCCCCOCCCC(CC(CC(C)I)C)C)C)C)C